2-chloro-N-(2-isopropyl-5-methoxyphenyl)acetamide ClCC(=O)NC1=C(C=CC(=C1)OC)C(C)C